2-methyl-4-hydroxy-6-(1-methyl-1H-pyrazol-4-yl)pyrazolo[1,5-a]Pyridine-3-nitrile CC1=NN2C(C(=CC(=C2)C=2C=NN(C2)C)O)=C1C#N